1,2-bis[2-methyl-5-(4-phenylbut-1,3-dienyl)thiophen-3-yl]-perfluorocyclopentene CC=1SC(=CC1C1=C(C(C(C1(F)F)(F)F)(F)F)C1=C(SC(=C1)C=CC=CC1=CC=CC=C1)C)C=CC=CC1=CC=CC=C1